FC(C1CN(C1)C1=CC=2C(N=C1)=NNC2)(F)F 5-[3-(trifluoromethyl)azetidin-1-yl]-2H-pyrazolo[3,4-b]pyridin